4-vinylphenyllithium borate B(O)(O)O.C(=C)C1=CC=C(C=C1)[Li]